6-Bromo-N-(2-((1S,3S,5S)-3-cyano-2-azabicyclo[3.1.0]hexan-2-yl)-2-oxoethyl)-2-methylquinoline-4-carboxamide BrC=1C=C2C(=CC(=NC2=CC1)C)C(=O)NCC(=O)N1[C@H]2C[C@H]2C[C@H]1C#N